N1(N=CC=C1)CC1=CC2=C(C(=NO2)NS(=O)(=O)C=2C(=CC=C3C(CCOC23)(F)F)F)C(=C1)OC N-(6-((1H-pyrazol-1-yl)methyl)-4-methoxybenzo[d]isoxazol-3-yl)-4,4,7-trifluorochroman-8-sulfonamide